NC(C)C1(CCN(CC1)C=1C(=NC(=C(N1)C)C=1C=NC=C(C1Cl)OC)CO)C (3-(4-(1-aminoethyl)-4-methylpiperidin-1-yl)-6-(4-chloro-5-methoxypyridin-3-yl)-5-methylpyrazin-2-yl)methanol